CN(C(=O)N1CCN(CC1)C=1C=C(C=C2C(N(C=3N(C12)[C@@H](CN3)C)CC=3C=NN(C3)C)=O)S(NC3(CC3)C)(=O)=O)C (R)-N,N-dimethyl-4-(1-methyl-4-((1-methyl-1H-pyrazol-4-yl)methyl)-7-(N-(1-methylcyclopropyl)sulfamoyl)-5-oxo-1,2,4,5-tetrahydroimidazo[1,2-a]quinazolin-9-yl)piperazine-1-carboxamide